FC([C@@H]1CN(CCO1)C=O)F ((S)-2-(difluoromethyl)morpholinyl)methanone